ClC1=CC(=C(COC2=CC=CC(=N2)C2CCN(CC2)CC=2N(C(=CN2)CCC(=O)OCC)C[C@H]2OCC2)C=C1)F ethyl (S)-3-(2-((4-(6-((4-chloro-2-fluorobenzyl)oxy)pyridin-2-yl)piperidin-1-yl)methyl)-1-(oxetan-2-ylmethyl)-1H-imidazol-5-yl)propanoate